3-(2-Methoxyphenyl)propanoic acid COC1=C(C=CC=C1)CCC(=O)O